The molecule is a member of the class of benzotriazines that is 1,2,4-benzotriazine carrying an amino substituent at position 3 and two oxido substituents at positions 1 and 4. It has a role as an antineoplastic agent, an apoptosis inducer and an antibacterial agent. It is a N-oxide, a member of benzotriazines and an aromatic amine. It derives from a 1,2,4-benzotriazine. C1=CC=C2C(=C1)[N+](=C(N=[N+]2[O-])N)[O-]